5-[(3-methoxybenzyl)(4-dimethylaminobenzyl)aminocarbonyloxyethoxyethoxy]dimethylaminobenzene COC=1C=C(CC(COC=2C=CC=C(C2)N(C)C)OCCOC(=O)NCC2=CC=C(C=C2)N(C)C)C=CC1